Dihexyl maleate C(\C=C/C(=O)OCCCCCC)(=O)OCCCCCC